4,7-difluoroindoline FC1=C2CCNC2=C(C=C1)F